4-[3-(2-methylphenyl)-1,2,4-oxadiazol-5-yl]butyric acid CC1=C(C=CC=C1)C1=NOC(=N1)CCCC(=O)O